ClC1=NC=C(C(=C1)C1=C(C=NC(=C1)C)C(=O)NC=1SC2=C(N1)CN(C2)C(C2=NC(=CC=C2Cl)OC)=O)OC 2'-chloro-N-(5-(3-chloro-6-methoxypicolinoyl)-5,6-dihydro-4H-pyrrolo[3,4-d]thiazol-2-yl)-5'-methoxy-6-methyl-[4,4'-bipyridine]-3-carboxamide